4-amino-1,2,2,6,6-pentamethylpiperidine NC1CC(N(C(C1)(C)C)C)(C)C